C(C1=CC=CC=C1)(=O)NC=1C(=C(C=CC1F)NC(C1=C(C=CC(=C1)NC(=O)[C@@H]1C([C@H]1C1=CC(=C(C=C1)F)C(F)(F)F)(Cl)Cl)Cl)=O)F N-(3-benzoylamino-2,4-difluorophenyl)-2-chloro-5-((1R,3R)-2,2-dichloro-3-(4-fluoro-3-(trifluoromethyl)phenyl)cyclopropane-1-carboxamido)benzamide